FC(C[C@H](C(=O)NC1=NC=CC(=C1)C1=C(C=2C(=NC=CN2)N1)C1=NC=CC=C1)C1=CC=C(C=C1)F)F (2S)-4,4-Difluoro-2-(4-fluorophenyl)-N-{4-[7-(pyridin-2-yl)-5H-pyrrolo[2,3-b]pyrazin-6-yl]pyridin-2-yl}butanamid